(7R,14R)-1-(difluoromethoxy)-6-(methyl-d3)-11-(3-((1-methylpiperidin-4-yl)oxy)prop-1-yn-1-yl)-6,7-dihydro-7,14-methanobenzo[f]benzo[4,5]imidazo[1,2-a][1,4]diazocin-5(14H)-one FC(OC1=CC=CC=2C(N([C@H]3C=4N([C@@H](C21)C3)C3=C(N4)C=CC(=C3)C#CCOC3CCN(CC3)C)C([2H])([2H])[2H])=O)F